(R)-1-(6,8-difluoro-2-(((2R,7aS)-2-fluorotetrahydro-1H-pyrrolizin-7a(5H)-yl)methoxy)-7-(tributylstannyl)quinazolin-4-yl)-3-methylpiperidin-3-ol FC=1C=C2C(=NC(=NC2=C(C1[Sn](CCCC)(CCCC)CCCC)F)OC[C@]12CCCN2C[C@@H](C1)F)N1C[C@@](CCC1)(O)C